Bromothiazole-2-carbaldehyde BrC=1N=C(SC1)C=O